COC(=O)C=1N=CN2C1CC(CC2)C 7-methyl-5,6,7,8-tetrahydroimidazo[1,5-a]Pyridine-1-carboxylic acid methyl ester